C(C1=CC=CC=C1)S(=O)(=O)[O-].CN1C(=[N+](C=C1)C)C 1,2,3-trimethylimidazolium toluenesulfonate